5-((3,5-dimethyl-1H-pyrazol-1-yl)methyl)furan-2-carboxylic acid sodium salt [Na+].CC1=NN(C(=C1)C)CC1=CC=C(O1)C(=O)[O-]